(R)-2,2-difluoro-6-(5-fluoro-6-(oxetan-3-yloxy)pyridin-3-yl)-7-((5-methoxy-7-methyl-1H-indol-4-yl)methyl)-7-azaspiro[3.5]nonane FC1(CC2(C1)C[C@@H](N(CC2)CC2=C1C=CNC1=C(C=C2OC)C)C=2C=NC(=C(C2)F)OC2COC2)F